N-((2-(6-(2-(2-methoxyethyl)piperazin-1-yl)pyridin-2-yl)-1,6-naphthyridin-7-yl)methyl)-4-methyl-3-(methylsulfonyl)benzamide COCCC1N(CCNC1)C1=CC=CC(=N1)C1=NC2=CC(=NC=C2C=C1)CNC(C1=CC(=C(C=C1)C)S(=O)(=O)C)=O